3-(5'-fluoro-4,6'-dimethyl-[3,4'-bipyridin]-2'-yl)-5-(4-methylthiazol-2-yl)-1,2,4-oxadiazole FC=1C(=CC(=NC1C)C1=NOC(=N1)C=1SC=C(N1)C)C=1C=NC=CC1C